Dimethyl-styrene CC(=CC1=CC=CC=C1)C